NC1=C(C(NC2=C(C=CC=C12)C1=NC(=NC=C1F)N)=O)C(=O)NCCC 4-amino-8-(2-amino-5-fluoropyrimidin-4-yl)-2-oxo-N-propyl-1,2-dihydroquinoline-3-carboxamide